C1(=CC=C(C=C1)CNC(C1=CN=C(C=C1)Cl)=O)C1=CC=CC=C1 N-([1,1'-Biphenyl]-4-ylmethyl)-6-chloronicotinamide